CN1CC2(CCC1)CCN(CC2)C2=CC=C(C=C2)[C@H]2NC[C@@H](CC2)C |r| rac-2-Methyl-9-[4-[(2S,5R)-5-methyl-2-piperidyl]phenyl]-2,9-diazaspiro[5.5]undecane